C1(CC1)C1=NC=NC(=C1C1=NC=C2C(=N1)N(S(C21CCCC1)(=O)=O)CC1=CC=C(C=C1)C=1N(C=C(N1)C(F)(F)F)C(C)C)OC 6'-(4-cyclopropyl-6-methoxypyrimidin-5-yl)-1'-(4-(1-isopropyl-4-(trifluoromethyl)-1H-imidazol-2-yl)benzyl)-1'H-spiro[cyclopentane-1,3'-isothiazolo[3,4-d]pyrimidine] 2',2'-dioxide